(R)-(3-Aminopiperidin-1-yl)(2-(1-ethyl-5,6-dimethoxy-1H-indol-2-yl)-1-methyl-1H-benzo[d]imidazol-5-yl)methanon N[C@H]1CN(CCC1)C(=O)C1=CC2=C(N(C(=N2)C=2N(C3=CC(=C(C=C3C2)OC)OC)CC)C)C=C1